2-fluoro-6-(4-fluoro-2-methoxyphenoxy)-N-(4-fluoro-3-(N-hydroxycarbamoyl)phenyl)-3-(trifluoromethyl)benzamide FC1=C(C(=O)NC2=CC(=C(C=C2)F)C(NO)=O)C(=CC=C1C(F)(F)F)OC1=C(C=C(C=C1)F)OC